tert-butyl-N-[3-({[(1R,2R,3S,4R)-4-[5-(4-benzylthiophen-2-yl)pyrrolo[2,3-d]pyrimidin-7-yl]-2,3-dihydroxycyclopentyl]methyl}amino)propyl]-N-(2-phenylethyl)carbamate C(C)(C)(C)OC(N(CCC1=CC=CC=C1)CCCNC[C@@H]1[C@H]([C@H]([C@@H](C1)N1C=C(C2=C1N=CN=C2)C=2SC=C(C2)CC2=CC=CC=C2)O)O)=O